COC(=O)C1C(C1C=C(C)C#N)(C)C methyl-3-(2-cyano-1-propen-1-yl)-2,2-dimethylcyclopropanecarboxylate